dioxane-HCL Cl.O1CCOCC1